CC1=NN(C(=C1)C)C(C)C 3,5-dimethyl-1-(propan-2-yl)-1H-pyrazole